1-(1-oxo-1,2-dihydroisoquinolin-5-yl)-5-(trifluoromethyl)-N-[6-(trifluoromethyl)pyridazin-4-yl]-1H-pyrazole-4-carboxamide O=C1NC=CC2=C(C=CC=C12)N1N=CC(=C1C(F)(F)F)C(=O)NC1=CN=NC(=C1)C(F)(F)F